methyl 2-(((3,5-dimethyl-2-oxooxazolidin-5-yl)methoxy)methyl)-6-(trifluoromethyl)nicotinate CN1C(OC(C1)(C)COCC1=C(C(=O)OC)C=CC(=N1)C(F)(F)F)=O